5'-methyl-3'-(trifluoromethyl)spiro[cyclopropane-1,6'-thieno[2,3-c]pyrrol]-4'(5'H)-one CN1C2(C3=C(C1=O)C(=CS3)C(F)(F)F)CC2